CC1([C@@H](CC2(OCCO2)CC1)CN)C |r| rac-(8,8-dimethyl-1,4-dioxaspiro[4.5]decan-7-yl)methanamine